CC(C(=O)NC1=CC=C(C=C1)N1C2=C(NC(CC1=O)=O)C1=CC=CC=C1C=C2)(C)OC2=CC=CC=C2 5-[4-(2-methyl-2-phenoxypropionylamino)phenyl]-1H-naphtho[1,2-b][1,4]diazepine-2,4(3H,5H)-dione